(2S,3R,4R,5S)-2-(hydroxymethyl)-1-(((S)-1-(3-(trifluoromethyl)pyridin-2-yl)pyrrolidin-3-yl)methyl)piperidine-3,4,5-triol OC[C@@H]1N(C[C@@H]([C@H]([C@@H]1O)O)O)C[C@H]1CN(CC1)C1=NC=CC=C1C(F)(F)F